COC1=CC=C(C=C1)C1=NOC(=N1)CCC(=O)N1CC2=C(N=C(NC2=O)C2(CC2)C2=CC=CC=C2)CC1 6-(3-(3-(4-methoxyphenyl)-1,2,4-oxadiazol-5-yl)propionyl)-2-(1-phenylcyclopropyl)-5,6,7,8-tetrahydropyrido[4,3-d]pyrimidin-4(3H)-one